1-(2-(5-benzyl-1H-imidazol-2-yl)piperidin-1-yl)-2-(methylsulfanyl)propan-1-one ethyl-4-chloro-3-methyl-1H-pyrazole-5-carboxylate C(C)OC(=O)C1=C(C(=NN1)C)Cl.C(C1=CC=CC=C1)C1=CN=C(N1)C1N(CCCC1)C(C(C)SC)=O